2-((trimethylsilyl)methyl)pyridine 2,5-dioxopyrrolidin-1-yl-N-(tert-butoxycarbonyl)-N-methylglycinate O=C1N(C(CC1)=O)C(N(C)C(=O)OC(C)(C)C)C(=O)O.C[Si](C)(C)CC1=NC=CC=C1